BrC=1C=C(C=CC1)CNC=1NN2C(=NC=C(C2=O)C(=O)OCC)N1 ethyl 2-[(3-bromophenyl)methylamino]-7-oxo-1H-[1,2,4]triazolo[1,5-a]pyrimidine-6-carboxylate